COC1=NC(=NN2C1=C(C=C2)C2=CC=1N(C=C2)N=CC1)NC1CC(C1)(C)NC(OC(C)(C)C)=O tert-Butyl (trans-3-((4-methoxy-5-(pyrazolo[1,5-a]pyridin-5-yl)pyrrolo[2,1-f][1,2,4]triazin-2-yl)amino)-1-methylcyclobutyl)carbamate